ClC1=NC(=CC(=C1)[C@@](C1=NN=CN1C)(F)C1CC1)C1CC1 (S)-2-chloro-6-cyclopropyl-4-(cyclopropylfluoro(4-methyl-4H-1,2,4-triazol-3-yl)methyl)pyridine